(+/-)-1-tert-Butyl trans,trans-5-(Hydroxymethyl)-4-(4-methoxyphenyl)-2-methylpiperidine-1-carboxylate OCC1C(CC(N(C1)C(=O)OC(C)(C)C)C)C1=CC=C(C=C1)OC